sodium Hypochlorite Cl[O-].[Na+]